FC(CCCC(N1CCN(CC1)C1=NC=C(C=N1)C(F)(F)F)=O)F 1,1-difluoro-5-oxo-5-(4-(5-(trifluoromethyl)pyrimidin-2-yl)piperazin-1-yl)pentan